C(C)(C)(C)OC(=O)N1[C@H]2CC(C[C@@H]1CC2)N2N=CC(=C2)Br (1R,3r,5S)-3-(4-bromo-1H-pyrazol-1-yl)-8-azabicyclo[3.2.1]octane-8-carboxylic acid tert-butyl ester